BrC1=CC=C(C=C1)N1CCN(CC1)CC1CCN(CC1)C(=O)OC(C)(C)C tert-butyl 4-{[4-(4-bromophenyl)piperazin-1-yl]methyl}piperidine-1-carboxylate